1-(tert-butyl) 3-methyl (S)-4-(4-((tert-butoxycarbonyl)amino)-2'-fluoro-5'-hydroxy-3'-(trifluoromethyl)-[1,1'-biphenyl]-3-carbonyl)piperazine-1,3-dicarboxylate C(C)(C)(C)OC(=O)NC1=C(C=C(C=C1)C1=C(C(=CC(=C1)O)C(F)(F)F)F)C(=O)N1[C@@H](CN(CC1)C(=O)OC(C)(C)C)C(=O)OC